FC1=CC=C2[C@@H](N3C(C2=C1)=CN=C3)[C@H]3[C@@H](C1(C3)CCOCC1)O (1S,2S)-2-((S)-8-fluoro-5H-imidazo[5,1-a]isoindol-5-yl)-7-oxaspiro[3.5]nonan-1-ol